COC1=CC=C(C2=CC=CC=C12)C1CCOCC1 4-(4-Methoxynaphthalen-1-yl)tetrahydro-2H-pyran